CC(CCNC([C@@H](N)CC(C)C)=O)C N-(3-methylbutyl)-L-leucinamide